1-[2-cyano-6-(trifluoromethyl)pyridin-3-yl]-4-[6-(2-ethoxyphenyl)-5-fluoropyridin-3-yl]-N-[(3S)-1-methylpyrrolidin-3-yl]piperidine-4-carboxamide C(#N)C1=NC(=CC=C1N1CCC(CC1)(C(=O)N[C@@H]1CN(CC1)C)C=1C=NC(=C(C1)F)C1=C(C=CC=C1)OCC)C(F)(F)F